amino-[1,1'-biphenyl]-4-carboxylic acid NC1=C(C=CC(=C1)C(=O)O)C1=CC=CC=C1